1-(3-(1-((5-(5-(difluoromethyl)-1,3,4-oxadiazol-2-yl)-3-fluoropyridin-2-yl)methyl)-1H-1,2,3-triazol-4-yl)phenyl)-N,N-dimethylmethanamine FC(C1=NN=C(O1)C=1C=C(C(=NC1)CN1N=NC(=C1)C=1C=C(C=CC1)CN(C)C)F)F